lithium 2,6-diisopropylaniline salt C(C)(C)C1=C(N)C(=CC=C1)C(C)C.[Li]